2-{3-[(2R,6S)-2,6-dimethylmorpholine-4-carbonyl]-5,6-dihydrocyclopenta[c]pyrazol-1(4H)-yl}-1-[4-(5-fluoro-2-methylphenyl)piperazin-1-yl]ethan-1-one C[C@@H]1CN(C[C@@H](O1)C)C(=O)C=1C2=C(N(N1)CC(=O)N1CCN(CC1)C1=C(C=CC(=C1)F)C)CCC2